ClC1=CC(=C(O[C@H]2CC(CN(C2)C(=O)OC(C)(C)C)(F)F)C(=C1)C)C1=NC=NN2C1=CC(=C2)CN2C(C1C(C1C2=O)(C)C)=O tert-butyl (5S)-5-(4-chloro-2-(6-((6,6-dimethyl-2,4-dioxo-3-azabicyclo[3.1.0]hexan-3-yl)methyl)pyrrolo[2,1-f][1,2,4]triazin-4-yl)-6-methylphenoxy)-3,3-difluoropiperidine-1-carboxylate